C1(=CC=CC=C1)[C@@H](C)N1C=NC=C1C(=O)OCC Ethyl (R)-1-(1-phenylethyl)-1H-imidazole-5-carboxylate